3-(morpholin-2-yl)-1H-indole N1CC(OCC1)C1=CNC2=CC=CC=C12